6,12-dibromo-2-(3-{2-oxa-6-azaspiro[3.3]heptan-6-yl}propyl)-9-oxa-2,4,14-triazatricyclo[8.4.0.0^{3,8}]tetradeca-1(10),3,5,7,11,13-hexaene BrC1=CN=C2N(C=3N=CC(=CC3OC2=C1)Br)CCCN1CC2(COC2)C1